[Y+3].[O-2].[Y+3].[O-2].[O-2] yttrium oxide, yttrium salt